Racemic-3-(isoquinolin-4-yl)-1-(2-methoxy-5-(trifluoromethyl)pyridin-3-yl)-2-oxoimidazoline-4-carbonitrile C1=NC=C(C2=CC=CC=C12)N1C(N(C[C@@H]1C#N)C=1C(=NC=C(C1)C(F)(F)F)OC)=O |r|